C(C=C)(=O)OC1=CC=C(C(=O)C2=CC=C(C=C2)Br)C=C1 4-Acryloyloxy-4'-bromobenzophenone